C1(CCC1)CN[C@H]1CN(CCC1)C=1N=NC(=CC1)CN1N=NC(=C1)C=1C=NC=C(C1)OC (3R)-N-(cyclobutylmethyl)-1-(6-((4-(5-methoxypyridin-3-yl)-1H-1,2,3-triazol-1-yl)methyl)pyridazin-3-yl)piperidin-3-amine